N1=CC(=CC=C1)C1=CC=2C(=NC=C3C2NC(N3)=O)N1 7-(pyridin-3-yl)-3,6-dihydroimidazo[4,5-d]pyrrolo[2,3-b]pyridin-2(1H)-one